FC=1C=C(C(=O)N)C=CC1OC1=CC=C(C=C1)CN1[C@@H](CCC1)C1=CC(=CC(=C1)C)C (S)-3-fluoro-4-(4-((2-(3,5-dimethylphenyl)pyrrolidin-1-yl)methyl)phenoxy)benzamide